C(C)(C)(C)OC(=O)N1CCN(C2=CC=CC(=C12)C)C1=CC2=C(N=C(N=C2)S(=O)C)N(C1=O)C=1C=NC=CC1 8-methyl-4-[2-methylsulfinyl-7-oxo-8-(3-pyridinyl)pyrido[2,3-d]pyrimidin-6-yl]-2,3-dihydroquinoxaline-1-carboxylic acid tert-butyl ester